tert-butyl (R)-(1-(2-amino-6-(4-ethyl-1-((2-(trimethylsilyl)ethoxy)methyl)-1H-pyrazol-5-yl)pyrimidin-4-yl)pyrrolidin-3-yl)(methyl)carbamate NC1=NC(=CC(=N1)N1C[C@@H](CC1)N(C(OC(C)(C)C)=O)C)C1=C(C=NN1COCC[Si](C)(C)C)CC